4-(5-aminopentylamino)-5-methylpyrimidin NCCCCCNC1=NC=NC=C1C